COC(C1CCN(CC1)C1=C(C=C(C(=O)O)C=C1)F)OC 4-(4-(dimethoxymethyl)piperidin-1-yl)-3-fluorobenzoic acid